1-(4-(2-(8-(4-(tert-butyl)piperazin-1-yl)imidazo[1,2-a]pyridin-6-yl)-3-hydroxy-6-methylpyridin-4-yl)-2-chlorophenyl)-3-methyl-1H-imidazol-2(3H)-one C(C)(C)(C)N1CCN(CC1)C=1C=2N(C=C(C1)C1=NC(=CC(=C1O)C1=CC(=C(C=C1)N1C(N(C=C1)C)=O)Cl)C)C=CN2